(R)-1-(2-(dimethylamino)ethyl)-N-(1-(3-(1-ethyl-1H-pyrazol-3-yl)-5-(1-methyl-1H-pyrazol-4-yl)phenyl)ethyl)-5-methyl-1H-indole-6-carboxamide CN(CCN1C=CC2=CC(=C(C=C12)C(=O)N[C@H](C)C1=CC(=CC(=C1)C=1C=NN(C1)C)C1=NN(C=C1)CC)C)C